CC1CC2NC(C1)C2 cis-3-methyl-6-azabicyclo[3.1.1]heptane